C(C)(C)(C)C1=NC(=NO1)C(=O)NCC1=C(C=C(C=C1)C1=C2C(=NC=C1)SC(=C2)C2=CC=C(C=C2)CN2CCC(CC2)C2=CC=C(C=C2)NC2C(NC(CC2)=O)=O)C 5-tert-butyl-N-[[4-[2-[4-[[4-[4-[(2,6-dioxo-3-piperidyl)amino]phenyl]-1-piperidyl]methyl]phenyl]thieno[2,3-b]pyridin-4-yl]-2-methyl-phenyl]methyl]-1,2,4-oxadiazole-3-carboxamide